N,5-dimethyl-N-((5-methyl-4-oxo-4,5-dihydro-1H-pyrrolo[3,2-c]pyridin-2-yl)methyl)-1H-indazole-7-sulfonamide CN(S(=O)(=O)C=1C=C(C=C2C=NNC12)C)CC1=CC=2C(N(C=CC2N1)C)=O